The molecule is a resolvin that is docosa-4Z,9E,11E,13Z,15E,19Z-hexaenoic acid which is substituted by hydroxy groups at the 7, 8, and 17 positions (the 7S,8R,17S-stereoisomer). It has a role as an anti-inflammatory agent. It is a triol, a resolvin and a hydroxy polyunsaturated fatty acid. It is a conjugate acid of a resolvin D1(1-). CC/C=C\\C[C@@H](/C=C/C=C\\C=C\\C=C\\[C@H]([C@H](C/C=C\\CCC(=O)O)O)O)O